2-((2,3-dihydrofuro[3,2-b]pyridin-5-yl)methyl)-6-((2-(1-hydroxyethyl)thiazol-4-yl)sulfonyl)phthalazin-1(2H)-one O1CCC2=NC(=CC=C21)CN2C(C1=CC=C(C=C1C=N2)S(=O)(=O)C=2N=C(SC2)C(C)O)=O